trifluoropyruvic acid FC(C(C(=O)O)=O)(F)F